COC=1C=NC2=CC=C(C=C2N1)C(C)O (3-methoxy-quinoxalin-6-yl)ethan-1-ol